BrCC(CO)C (-)-3-bromo-2-methyl-1-propanol